COC1=CC=C(CCN2C([C@H]3N(C4=CC=CC=C24)CN(C3)C3=CC=CC=C3)=O)C=C1 (S)-5-(4-methoxyphenethyl)-2-phenyl-1,2,3,3a-tetrahydroimidazo[1,5-a]quinoxalin-4(5H)-one